5-(4-((2-(3-ethylureido)-5-(trifluoromethyl)pyridin-4-yl)methyl)piperazin-1-yl)-6-fluoro-N-methylpicolinamide C(C)NC(NC1=NC=C(C(=C1)CN1CCN(CC1)C=1C=CC(=NC1F)C(=O)NC)C(F)(F)F)=O